CS(=NC(C1=CC(=CC=C1)C1=NOC(=N1)C(F)(F)F)=O)(C1=NC=CC=C1)=O N-(methyl(oxo)(pyridin-2-yl)-λ6-sulfaneylidene)-3-(5-(trifluoromethyl)-1,2,4-oxadiazol-3-yl)benzamide